CC1=CC=C(C(=O)OCC2=CC=C(C=C2)C)C=C1 4-Methylbenzyl 4-methylbenzoate